methyl 2-((4-cyano-2-meth-ylphenyl)-amino)-5-(trifluorometh-oxy)benzoate C(#N)C1=CC(=C(C=C1)NC1=C(C(=O)OC)C=C(C=C1)OC(F)(F)F)C